NC=1N=NC(=CC1N1CCC2(CN(CCO2)C(=O)OC(C)(C)C)CC1)C1=C(C=CC=C1)O tert-butyl 9-[3-amino-6-(2-hydroxyphenyl)pyridazin-4-yl]-1-oxa-4,9-diazaspiro[5.5]undecane-4-carboxylate